Methylpyridin-2-ylcarbamic acid tert-butyl ester C(C)(C)(C)OC(N(C1=NC=CC=C1)C)=O